FC1=CC(=C(C=C1)OB(O)O)OC 4-fluoro-2-methoxyphenylboric acid